2-methoxy-5-(methyl-(quinazolin-4-yl)amino)phenol COC1=C(C=C(C=C1)N(C1=NC=NC2=CC=CC=C12)C)O